C/C=C(\\C)/C1=CC(=C(C(=O)O1)C)O The molecule is a member of the class of nectriapyrones that is pyran-2-one which is substituted at positions 3, 4, and 6 by methyl, hydroxy, and but-2-en-2-yl groups, respectively in which the butenyl substituent has E configuration. It is a member of nectriapyrones and an organic hydroxy compound.